C1(=CC=CC2=CC=CC=C12)N[C@@H](C)C(=O)O 1-Naphthyl-L-alanin